C(=O)(OC(C)(C)C)N1C[C@H](C=2C3=C(C(=CC12)OCC1=CC=CC=C1)C=CC=C3)CCl (S)-3-(Boc)-5-(benzyloxy)-1-(chloromethyl)-1,2-dihydro-3H-benzo[e]indole